CC1=C2CCNC(C2=CC=C1)=O 5-methyl-3,4-dihydro-2H-isoquinolin-1-one